O=C(CCC1(CC1)NC(OC(C)(C)C)=O)C tert-butyl (1-(3-oxobutyl)cyclopropyl)carbamate